di(4-tert-butylphenyl) phenyl phosphate P(=O)(OC1=CC=C(C=C1)C(C)(C)C)(OC1=CC=C(C=C1)C(C)(C)C)OC1=CC=CC=C1